S1C(=NC2=C1C=CC=C2)C(=O)[C@H](CCCNC(=N)N)NC(=O)[C@@H]2CCCCNC(C[C@@H](C(N[C@H](C(N2)=O)CC(C)C)=O)NC(C)=O)=O N-[(S)-1-[(1,3-benzothiazol-2-yl)carbonyl]-4-guanidinobutyl]-(3S,6S,14S)-6-acetylamino-3-isobutyl-2,5,8-trioxo-1,4,9-triaza-14-cyclotetradecanecarboxamide